S(=O)(=O)(O)C(C(=O)O)CC(=O)O Sulfosuccinic Acid